5-((1,4-dioxaspiro[4.5]decan-8-yl)amino)-4-bromofuro[2,3-c]pyridine-2-carbonitrile O1CCOC12CCC(CC2)NC=2C(=C1C(=CN2)OC(=C1)C#N)Br